5-(((1S,3'R,4'S,5'S,6'R)-5-chloro-3',4',5'-trihydroxy-6'-methyl-3',4',5',6'-tetrahydro-3H-spiro[isobenzofuran-1,2'-pyran]-6-yl)methyl)-N-ethylthiophene-2-formamide ClC=1C=C2CO[C@]3(O[C@@H]([C@H]([C@@H]([C@H]3O)O)O)C)C2=CC1CC1=CC=C(S1)C(=O)NCC